2-((1-methylethyl)sulfonamido)-5-(trifluoromethyl)benzamide CC(C)S(=O)(=O)NC1=C(C(=O)N)C=C(C=C1)C(F)(F)F